1-phenyl-4-lauroyl-5-hydroxypyrazole C1(=CC=CC=C1)N1N=CC(=C1O)C(CCCCCCCCCCC)=O